CN1N=CC(=C1[C@]1(NC(NC1=O)=O)CNC(OC(C)(C)C)=O)C |r| rac-tert-butyl {[4-(1,4-dimethyl-1H-pyrazol-5-yl)-2,5-dioxoimidazolidin-4-yl]methyl}carbamate